1-ribosyl-imidazoleacetate C1([C@H](O)[C@H](O)[C@H](O1)CO)N1C(=NC=C1)CC(=O)[O-]